5,5'-azodi(2,4,6-pyrimidinetriol) N(=NC=1C(=NC(=NC1O)O)O)C=1C(=NC(=NC1O)O)O